8-(2,4-dichlorophenyl)-9-(4-((1-(3-fluoropropyl)azetidin-3-yl)methyl)-3-methylphenyl)-6,7-dihydro-5H-benzo[7]annulene-3-carboxylic acid hydrochloride Cl.ClC1=C(C=CC(=C1)Cl)C=1CCCC2=C(C1C1=CC(=C(C=C1)CC1CN(C1)CCCF)C)C=CC(=C2)C(=O)O